C(CCC)C(C(C(O)C(CCCCCCCCCCC)=O)O)(O)CCCC dibutyllauroyl-monoglycerol